S1(C=NC=C1)(=O)=O thiazoledione